C[Si](C)(C)C[Pt]C[Si](C)(C)C bis((trimethylsilyl)methyl)platinum